FC1C(N(CC1)C(=O)[O-])C=O 3-fluoro-2-formylpyrrolidine-1-carboxylate